2-((3-(2-(dimethylamino)ethyl)-1H-indol-6-yl)oxy)-6-(hydroxymethyl)tetrahydro-2H-pyran-3,4,5-triol CN(CCC1=CNC2=CC(=CC=C12)OC1OC(C(C(C1O)O)O)CO)C